ClC=1C=2N(C=CN1)C(=NC2)C2C[C@@H](NC2)COC (2R)-4-{8-chloroimidazo[1,5-a]pyrazin-3-yl}-2-(methoxymethyl)pyrrolidine